C(C)ONC(O)=N ethoxyisourea